(2,3-Dichloro-5,6,7,8-tetrahydronaphthalen-1-yl)methanol ClC1=C(C=2CCCCC2C=C1Cl)CO